cis-3-tridecene-1,1-dicarboxylic anhydride C1(C\C=C/CCCCCCCCC)C(=O)OC1=O